19-nor-17α-pregn-4-en-17-ol CC[C@@]1(CC[C@@H]2[C@@]1(CC[C@H]3[C@H]2CCC4=CCCC[C@H]34)C)O